(S)-2-(4-((1-phenylethyl)amino)phthalazin-1-yl)-5-(trifluoromethyl)phenol C1(=CC=CC=C1)[C@H](C)NC1=NN=C(C2=CC=CC=C12)C1=C(C=C(C=C1)C(F)(F)F)O